N-(6-Amino-5-ethyl-3-pyridyl)-2-oxo-2-[rac-(2R,5S)-5-methyl-2-[2-[rac-(3S)-1-methyl-3-piperidyl]indazol-5-yl]-1-piperidyl]acetamide NC1=C(C=C(C=N1)NC(C(N1[C@H](CC[C@@H](C1)C)C1=CC2=CN(N=C2C=C1)[C@@H]1CN(CCC1)C)=O)=O)CC |r|